2-(1H-pyrrolo[2,3-b]pyridin-4-yl)thieno[3,2-d]pyrimidine-6-carbonitrile N1C=CC=2C1=NC=CC2C=2N=CC1=C(N2)C=C(S1)C#N